5-((3-isopropyl-7-((3-nitrophenyl)amino)pyrazolo[1,5-a]pyrimidin-5-yl)oxy)-2,2-dimethylpiperidine-1-carboxylic acid tert-butyl ester C(C)(C)(C)OC(=O)N1C(CCC(C1)OC1=NC=2N(C(=C1)NC1=CC(=CC=C1)[N+](=O)[O-])N=CC2C(C)C)(C)C